CC1=NN=C2COCC3=C(N21)C=CC=C3S(=O)(=O)C3=CC=CC=C3 1-methyl-7-(phenylsulfonyl)-4H,6H-benzo[e][1,2,4]triazolo[3,4-c][1,4]oxazepine